Cl.N[C@@H]1C[C@@H](CCC1)NC(=O)C1=CN(CCS1)C1=C2C(=NC=C1)NC=C2 N-((1R,3S)-3-aminocyclohexyl)-4-(1H-pyrrolo[2,3-b]pyridin-4-yl)-3,4-dihydro-2H-1,4-thiazine-6-carboxamide hydrochloride